C(=O)C1=C(C(=C(N1)C(=O)OC(C)(C)C)C)C TERT-BUTYL 5-FORMYL-3,4-DIMETHYL-1H-PYRROLE-2-CARBOXYLATE